9-(2-naphthyl)-9H-carbazole C1=C(C=CC2=CC=CC=C12)N1C2=CC=CC=C2C=2C=CC=CC12